[Na+].C(CCC)C1=C(C2=CC=CC=C2C=C1)S(=O)(=O)[O-] butylnaphthalensulfonic acid sodium salt